3'-(4,4,5,5-tetramethyl-1,3,2-dioxaborolan-2-yl)spiro[benzo[c]fluorene-7,9'-xanthene] CC1(OB(OC1(C)C)C=1C=CC=2C3(C4=CC=CC=C4OC2C1)C=1C=CC=CC1C=1C2=C(C=CC13)C=CC=C2)C